OC1=C(C=CC=2SC=CC21)C2=NN=C(C(N2C)=O)N[C@H]2CN(CCC2)CCO (R)-3-(4-hydroxybenzo[b]thiophene-5-yl)-6-((1-(2-hydroxyethyl)piperidin-3-yl)amino)-4-methyl-1,2,4-triazine-5(4H)-one